1-cyclopropylpiperidin-4-one C1(CC1)N1CCC(CC1)=O